F[C@H]1CN(CC[C@H]1NC=1C=2N(C=CC1)C(=C(N2)C#CCCNC(OC(C)(C)C)=O)CC(F)(F)F)C tert-butyl N-[4-(8-{[(3S,4R)-3-fluoro-1-methylpiperidin-4-yl]amino}-3-(2,2,2-trifluoroethyl)imidazo[1,2-a]pyridin-2-yl)but-3-yn-1-yl]carbamate